CN(S(=O)(=O)C)C1=C(C(=O)NC2=CC=C(C=C2)S(=O)(=O)N2CC(N(CC2)C=2SC=C(N2)C(F)(F)F)=O)C=CC=C1 2-(N-methylmethylsulfonamido)-N-(4-((3-oxo-4-(4-(trifluoromethyl)thiazol-2-yl)piperazin-1-yl)sulfonyl)phenyl)benzamide